C(#N)C(CC#N)CC(C)C 3-cyano-5-methylhexanenitrile